FC=1C=2N(C=C(C1)N=C(C1=CC=CC=C1)C1=CC=CC=C1)C=C(N2)C N-(8-fluoro-2-methyl-imidazo[1,2-a]pyridin-6-yl)-1,1-diphenyl-methanimine